C(C)(=O)OC(=O)CN(C)C(N)=N O-acetylcreatine